O=C1N(C(C=C1)=O)CCN[C@@H](CCC(N)=O)C(=O)OC(C)(C)C tert-butyl N-[2-(2,5-dioxo-2,5-dihydro-1H-pyrrol-1-yl)ethyl]-L-glutaminate